CS(=O)(=O)O[C@H]1CC2(CN(C2)C(=O)OC(C)(C)C)CC1 tert-butyl (R)-6-((methylsulfonyl)oxy)-2-azaspiro[3.4]octane-2-carboxylate